OCC=1NC2=CC(=CC=C2C1)C#N 2-(hydroxymethyl)-1H-indole-6-carbonitrile